ClC1=NC(=C(C(=C1C(=O)OC)C)Cl)C methyl 2,5-dichloro-4,6-dimethylpyridine-3-carboxylate